9,9-bis[9-(2-hydroxyethoxy)-3-phenanthryl]-3,6-di(1-naphthyl)fluorene OCCOC=1C2=CC=CC=C2C=2C=C(C=CC2C1)C1(C2=CC=C(C=C2C=2C=C(C=CC12)C1=CC=CC2=CC=CC=C12)C1=CC=CC2=CC=CC=C12)C=1C=CC=2C=C(C3=CC=CC=C3C2C1)OCCO